OC1=C(C=C(C=C1)NC(=O)C=1C=NNC1)C(NC1=CC2=C(NC(CO2)=O)C=C1)=O N-{4-hydroxy-3-[(3-oxo-3,4-dihydro-2H-1,4-benzoxazin-7-yl)carbamoyl]phenyl}-1H-pyrazole-4-carboxamide